NC=1C(=NC(=C(N1)F)C1=CC(=C(C=C1)F)CN(C)C)C=1C=C2C(=CNC(C2=CC1)=O)F 6-(3-amino-6-(3-((dimethylamino)methyl)-4-fluorophenyl)-5-fluoropyrazin-2-yl)-4-fluoroisoquinolin-1(2H)-one